Methyl 3-hydroxy-2-(methoxymethyl)-2-methyl-2,3-dihydrobenzofuran-5-carboxylate OC1C(OC2=C1C=C(C=C2)C(=O)OC)(C)COC